CC(=O)C1=CC=C(C=C1)NC(=O)C N-(4-acetylphenyl)acetamide